C12CN(CC(N1)C2)C=2OC1=C(N2)C(=CC=C1C=1SC=CN1)OC=1N=NC(=CC1C(F)(F)F)C 2-(3,6-diazabicyclo[3.1.1]heptan-3-yl)-4-((6-methyl-4-(trifluoromethyl)pyridazin-3-yl)oxy)-7-(thiazol-2-yl)benzo[d]oxazole